3-(3-Chloro-2-fluoro-6-methoxyphenyl)-N-(5-(1,1-difluoroethyl)-1,3,4-thiadiazol-2-yl)isonicotinamide ClC=1C(=C(C(=CC1)OC)C1=C(C(=O)NC=2SC(=NN2)C(C)(F)F)C=CN=C1)F